(E)-1-Bromo-3-(2-((3-bromophenyl)sulfinyl)-2-phenylvinyl)sulfonylbenzene BrC1=CC(=CC=C1)S(=O)(=O)\C=C(/C1=CC=CC=C1)\S(=O)C1=CC(=CC=C1)Br